(E)-3,5-dimethoxy-stilbene COC=1C=C(C=C(C1)OC)\C=C\C1=CC=CC=C1